OCC1(CS(C1)(=O)=O)C 3-(hydroxymethyl)-3-methyl-1lambda6-thietane-1,1-dione